(1R,2S,5R)-N-(4-Methoxyphenyl)-5-methyl-2-(propan-2-yl)cyclohexane-1-carboxamid COC1=CC=C(C=C1)NC(=O)[C@H]1[C@@H](CC[C@H](C1)C)C(C)C